FC1(CN(C1)C1=NC2=CC=CC(=C2C(=N1)O)C1=CC=C(CNC(=O)NC=2N=C(SC2)C#C)C=C1)F 1-(4-(2-(3,3-difluoroazetidin-1-yl)-4-hydroxyquinazolin-5-yl)benzyl)-3-(2-ethynyl-thiazol-4-yl)urea